C1(CCCCC1)NC(C(=O)C1=CC(=C(C=C1)OCC(=O)NC1=C(C=C(C=C1)I)F)OC)=O N-cyclohexyl-2-(4-(2-((2-fluoro-4-iodophenyl)amino)-2-oxoethoxy)-3-methoxyphenyl)-2-oxoacetamide